BrC=1C=C2C(=NC1)C=C(O2)C(=O)O 6-Bromofuro[3,2-b]pyridine-2-carboxylic acid